CN1C(N(C(C2=CC=CC=C12)=O)C1=CC=CC=C1)=NC1=CC=CC=C1 1-methyl-3-phenyl-2-(phenylimino)-2,3-dihydroquinazolin-4(1H)-one